4-FORMYLPHENYL 4-BROMO-1-METHYL-1H-PYRAZOLE-3-CARBOXYLATE BrC=1C(=NN(C1)C)C(=O)OC1=CC=C(C=C1)C=O